[2-(2-furylmethylcarbamoyl-amino)-2-oxo-ethyl] 4-[(4-methyl-2-oxo-chromen-7-yl)oxymethyl]benzoate CC1=CC(OC2=CC(=CC=C12)OCC1=CC=C(C(=O)OCC(=O)NC(NCC=2OC=CC2)=O)C=C1)=O